(S)-2-(3-(2,6-difluoro-4-(methoxycarbonyl)phenyl)-3-oxopropyl)morpholine-4-carboxylic acid methyl ester COC(=O)N1C[C@@H](OCC1)CCC(=O)C1=C(C=C(C=C1F)C(=O)OC)F